2,4-dichloro-5-fluoro-1,3-diethylbenzene ClC1=C(C=C(C(=C1CC)Cl)F)CC